(S)-4-(8-amino-3-(1-(2-chloropyrimidine-4-carbonyl)piperidin-2-yl)imidazo[1,5-a]pyrazin-1-yl)-N-(pyridazin-3-yl)benzamide NC=1C=2N(C=CN1)C(=NC2C2=CC=C(C(=O)NC=1N=NC=CC1)C=C2)[C@H]2N(CCCC2)C(=O)C2=NC(=NC=C2)Cl